C1(CC1)C=1N=NN(C1)[C@H](C(=O)N1[C@@H](C[C@H](C1)O)C(=O)NCC1=NC=CC2=CC=CC=C12)C(C)(C)C (2S,4r)-1-[(2S)-2-(4-cyclopropyl-triazol-1-yl)-3,3-dimethyl-butyryl]-4-hydroxy-N-(1-isoquinolinylmethyl)pyrrolidine-2-carboxamide